NC1=NC=CC=C1C1=NC=2C(=NC(=CC2)C2=NOC(=N2)C)N1C=1C=C2CC[C@@H](C2=CC1)NC(C1=CC(=C(C=C1)O)C=O)=O N-[(1S)-5-[2-(2-aminopyridin-3-yl)-5-(5-methyl-1,2,4-oxadiazol-3-yl)imidazo[4,5-b]pyridin-3-yl]-2,3-dihydro-1H-inden-1-yl]-3-formyl-4-hydroxybenzamide